OC(=O)C(F)(F)F.C(C1=CC=CC=C1)N(CCN1C2CC(CC1CC2)C=2C=C(C(=O)N)C=CC2)C(C(C)(C)C)=O 3-endo-(8-{2-[benzyl-(2,2-dimethylpropionyl)amino]ethyl}-8-aza-bicyclo[3.2.1]oct-3-yl)-benzamide TFA salt